3-[(3S)-oxolan-3-yloxy]-2,3-dihydro-1H-isoindol-1-one-L-(+)-lactic acid salt C([C@@H](O)C)(=O)O.O1C[C@H](CC1)OC1NC(C2=CC=CC=C12)=O